3-(2-fluoro-4-methoxy-5-(phenylsulphonamido)phenyl)-2,4-dioxo-1H-thieno[3,4-d]pyrimidine-5-carboxylic acid FC1=C(C=C(C(=C1)OC)NS(=O)(=O)C1=CC=CC=C1)N1C(NC=2C(C1=O)=C(SC2)C(=O)O)=O